C(C=C)C1=C(C(=CC=C1)O)C=1C(=CC=CC1CC=C)O 3,3'-diallyl-biphenol